(Z)-1-acetyl-5-bromo-3-((3-((tert-butyldimethylsilyl)oxy)phenyl)(methoxy)methylene)indolin-2-one C(C)(=O)N1C(\C(\C2=CC(=CC=C12)Br)=C(/OC)\C1=CC(=CC=C1)O[Si](C)(C)C(C)(C)C)=O